CN1N=CC(=C1)C=1C=C2C(=NC1)NC=C2C=2C=C1C(=NC=NC1=CC2)OC2CCN(CC2)C 6-(5-(1-methyl-1H-pyrazol-4-yl)-1H-pyrrolo[2,3-b]pyridin-3-yl)-4-((1-methylpiperidin-4-yl)oxy)quinazoline